NC=1OC(CC1C#N)C 2-amino-5-methyl-4,5-dihydrofuran-3-carbonitrile